C(C)OC(=O)C=1N=C2N(N1)C(CC2F)CC2CC2 5-(cyclopropylmethyl)-7-fluoro-6,7-dihydro-5H-pyrrolo[1,2-b][1,2,4]triazole-2-carboxylic acid ethyl ester